N-(2-pyridylmethyl)-N-(8-methyl-8-azabicyclo[3.2.1]oct-3-yl)-1,4-xylylenediamine N1=C(C=CC=C1)CN(CC1=CC=C(C=C1)CN)C1CC2CCC(C1)N2C